The molecule is a cytochalasan alkaloid found in Chaetomium globosum. It has a role as a Chaetomium metabolite. It is a cytochalasan alkaloid, a member of indoles and a macrocycle. C[C@H]1C/C=C/[C@H]2[C@@H](C(=C)[C@H]([C@@H]3[C@@]2(C(=O)C[C@@H]4[C@@H]1C(=C(C4=O)O)C)C(=O)N[C@H]3CC5=CNC6=CC=CC=C65)C)O